(E)-3-(3-(4-(2-cyclohexylvinyl)benzyl)isoxazol-5-yl)pyridin-2-amine C1(CCCCC1)/C=C/C1=CC=C(CC2=NOC(=C2)C=2C(=NC=CC2)N)C=C1